3-[(2,3-dihydrothieno[3,4-b]-[1,4]dioxin-2-yl)methoxy]-1-pentyl-1-propanesulfonate sodium [Na+].O1C=2C(OCC1COCCC(S(=O)(=O)[O-])CCCCC)=CSC2